(E)-2-(2-(3-(3,5-bis(trifluoromethyl)phenyl)-1H-1,2,4-triazol-1-yl)-1-(Pyrimidin-5-yl)vinyl)-1,3,4-oxadiazole FC(C=1C=C(C=C(C1)C(F)(F)F)C1=NN(C=N1)/C=C(\C=1C=NC=NC1)/C=1OC=NN1)(F)F